Undec-2,4,6,9-tetraene-1-carboxylic acid methyl ester COC(=O)CC=CC=CC=CCC=CC